N[C@H]([C@@H](CN(S(=O)(=O)C1=CC=C(C=C1)OC)C[C@@H](C)O)O)CC1=CC=CC=C1 N-((2R,3S)-3-amino-2-hydroxy-4-phenylbutyl)-N-((R)-2-hydroxypropyl)-4-methoxybenzenesulfonamide